N-(4-(3,6-di-tert-butyl-9H-carbazol-1-yl)naphthalen-2-yl)-N-(9,9-dimethyl-10-phenyl-9,10-dihydroacridin-2-yl)-9,9-dimethyl-10-phenyl-9,10-dihydroacridin-2-amine C(C)(C)(C)C=1C=C(C=2NC3=CC=C(C=C3C2C1)C(C)(C)C)C1=CC(=CC2=CC=CC=C12)N(C1=CC=2C(C3=CC=CC=C3N(C2C=C1)C1=CC=CC=C1)(C)C)C1=CC=2C(C3=CC=CC=C3N(C2C=C1)C1=CC=CC=C1)(C)C